OC\C=C\CO (trans)-1,4-dihydroxy-2-butene